8-chloro-2-methyl-5-((2-(3-(pyridin-2-yloxy)propyl)-2-azaspiro[3.3]heptan-6-yl)oxy)isoquinolin-1(2H)-one ClC=1C=CC(=C2C=CN(C(C12)=O)C)OC1CC2(CN(C2)CCCOC2=NC=CC=C2)C1